(R)-N-(1-(3-(difluoromethyl)-2-fluorophenyl)ethyl)-7-methoxy-6-morpholinocinnolin-4-amine FC(C=1C(=C(C=CC1)[C@@H](C)NC1=CN=NC2=CC(=C(C=C12)N1CCOCC1)OC)F)F